tert-butyl (3S,5S)-3-[[4-[4-[3-chloro-4-[(E)-dimethylaminomethyleneamino]phenoxy]-2-methyl-thiazol-5-yl]pyrimidin-2-yl]amino]-5-fluoro-piperidine-1-carboxylate ClC=1C=C(OC=2N=C(SC2C2=NC(=NC=C2)N[C@@H]2CN(C[C@H](C2)F)C(=O)OC(C)(C)C)C)C=CC1/N=C/N(C)C